ClC1=C2C=C(C=NC2=NC(=C1)Cl)N(C1CN(CC1)C(=O)OC(C)(C)C)C tert-butyl 3-[(5,7-dichloro-1,8-naphthyridin-3-yl)(methyl)amino]pyrrolidine-1-carboxylate